6-chloro-N-ethoxy-4-((4-isopropoxy-2-(N-methyl-sulfanylamino)phenyl)amino)nicotinamide ClC1=NC=C(C(=O)NOCC)C(=C1)NC1=C(C=C(C=C1)OC(C)C)N(C)S